2-{2-[2-(2-bromoethoxy)ethoxy]ethoxy}ethanol BrCCOCCOCCOCCO